1-((4-((4-Cyclopropylnaphthalen-1-yl)amino)thieno[2,3-d]Pyrimidin-2-yl)thio)cyclobutane-1-carboxylic acid ethyl ester C(C)OC(=O)C1(CCC1)SC=1N=C(C2=C(N1)SC=C2)NC2=CC=C(C1=CC=CC=C21)C2CC2